C(C)OC(=O)C1=CC(=NN1C)[N+](=O)[O-] 1-Methyl-3-nitro-1H-pyrazole-5-carboxylic acid ethyl ester